lithium propylchloride C(CC)Cl.[Li]